C(C)(C)(C)OC(=O)N1CCN(CC1)C(C(=O)NC1=NC=C(C=C1)OC1=CC=C(C=C1)F)(C)C.CC12CC3(CC(CC(C1)(C3)C)C2)NCCCC 4-(3,5-Dimethyl-1-adamantyl)aminobutan tert-butyl-4-(1-((5-(4-fluorophenoxy)pyridin-2-yl)amino)-2-methyl-1-oxopropan-2-yl)piperazine-1-carboxylate